O=CCC(CCC)SCCC(=O)OCCCC butyl 3-((1-oxohexan-3-yl)thio)propanoate